(S)-2-(6-(2-hydroxymethyl-pyrrolidin-1-yl)hexyl)isoindoline-1,3-dione OC[C@H]1N(CCC1)CCCCCCN1C(C2=CC=CC=C2C1=O)=O